ClC1=CC=C2C(=C(NC2=C1Cl)C1=NNC(=N1)C(=O)N)C=1C=NNC1 3-(6,7-dichloro-3-(1H-pyrazol-4-yl)-1H-indol-2-yl)-1H-1,2,4-triazole-5-carboxamide